FC1=CC=C(C=N1)C=1N=C(C2=C(N1)N(C=C2)CCCN2CCOCC2)NC2CCN(CC2)C 2-(6-fluoropyridin-3-yl)-N-(1-methylpiperidin-4-yl)-7-(3-morpholinopropyl)-7H-pyrrolo[2,3-d]pyrimidin-4-amine